tetraglycidyl-ditolylethane C(C1CO1)C(C(C1=C(C=CC=C1)C)(C1=C(C=CC=C1)C)CC1CO1)(CC1CO1)CC1CO1